OC[C@@H](CB(OC(C)(C[C@H](C)O)C)O)C=1C=NC=C(C1)C1=CC(=C(C=C1)OC)OCCC (S)-4-hydroxy-2-methylpentan-2-yl hydrogen ((S)-3-hydroxy-2-(5-(4-methoxy-3-propoxyphenyl)pyridin-3-yl)propyl)boronate